[Cu+2].C(CCCCCCCCCCCCCCCCC)(=O)[O-].C(CCCCCCCCCCCCCCCCC)(=O)[O-] stearic acid copper salt